(R) or (S)-1-(4-((6-(1-methyl-1H-pyrazol-4-yl)pyrazolo[1,5-a]pyrazin-4-yl)amino)azepan-1-yl)prop-2-en-1-one CN1N=CC(=C1)C=1N=C(C=2N(C1)N=CC2)N[C@H]2CCN(CCC2)C(C=C)=O |o1:16|